6-((5R,9S)-3-(3,5-Difluorophenyl)-2-methyl-4,5,6,7,8,9-hexahydro-2H-5,9-epiminocycloocta[c]pyrazole-10-carbonyl)quinoline 1-oxide FC=1C=C(C=C(C1)F)C1=C2C(=NN1C)[C@@H]1CCC[C@H](C2)N1C(=O)C=1C=C2C=CC=[N+](C2=CC1)[O-]